tert-butyl-[2-(4,5-dibromo-1-methyl-imidazol-2-yl)ethoxy]-dimethyl-silane C(C)(C)(C)[Si](C)(C)OCCC=1N(C(=C(N1)Br)Br)C